4-(2-acryloyl-2,6-diazaspiro[3.4]octan-6-yl)-2-(4-(4-cyclopropylpiperazin-1-yl)piperidin-1-yl)-6-(5-methyl-1H-indazol-4-yl)pyrimidine-5-carbonitrile C(C=C)(=O)N1CC2(C1)CN(CC2)C2=NC(=NC(=C2C#N)C2=C1C=NNC1=CC=C2C)N2CCC(CC2)N2CCN(CC2)C2CC2